NC=1C=C(C2=C(OCCO2)C1)N1CCNCC1 7-Amino-5-(piperazin-1-yl)-2,3-dihydro-1,4-benzodioxine